FC1=NC(=C2N=CN(C2=N1)C1OCC1)NCC1=CC(=C(C=C1)O)F 2-fluoro-6-[(3-fluoro-4-hydroxybenzyl)amino]-9-(oxetan-2-yl)-9H-purine